trimethyl-aluminum phosphate P(=O)(O)(O)O.C[Al](C)C